6-(4-(1,4-Dimethyl-1H-pyrazol-5-yl)piperidin-1-yl)-4-(3-oxocyclobutyl)-2-(trifluoromethyl)nicotinonitrile CN1N=CC(=C1C1CCN(CC1)C1=NC(=C(C#N)C(=C1)C1CC(C1)=O)C(F)(F)F)C